C1(CC1)C(=O)NC1=CC(=C(N=N1)C(=O)NC)NC1=NN2C(C=CC(=C2)N2CC(C2)OC)=N1 6-(Cyclopropanecarboxamido)-4-((6-(3-methoxyazetidin-1-yl)-[1,2,4]triazolo[1,5-a]pyridin-2-yl)amino)-N-methylpyridazine-3-carboxamide